BrC1=C(C(=O)N(C2=C(C=CC=C2)Cl)CCNC(OC(C)(C)C)=O)C=C(C=C1)Cl tert-butyl (2-(2-bromo-5-chloro-N-(2-chlorophenyl)benzamido) ethyl)carbamate